CC1=C(N(C=C1)C(=O)OC(C)(C)C)C(=O)OC 1-tert-butyl 2-methyl 3-methylpyrrole-1,2-dicarboxylate